4,4'-Diaminoazobenzene NC1=CC=C(C=C1)N=NC1=CC=C(C=C1)N